ClC=1C=CC(=C(C1)C1=CC(=C(N=N1)OCC1=CC(=CC=C1)O)NC1=CC(=NC=C1)NC(CCN1CCN(CC1)C)=O)F N-(4-{[6-(5-chloro-2-fluorophenyl)-3-[(3-hydroxyphenyl)methoxy]pyridazin-4-yl]amino}pyridin-2-yl)-3-(4-methylpiperazin-1-yl)propanamide